CNC(C1=NC=C(C=C1)N1CCN(CC1)C1C=C(CC1)C=1NC(C(=NC1)C)=O)=O N-methyl-5-(4-(3-(5-methyl-6-oxo-1,6-dihydropyrazin-2-yl)cyclopent-2-en-1-yl)piperazin-1-yl)picolinamide